FC1=C(C=CC=C1)C1=NC(=NC=2[C@]3([C@H](CCC12)[C@H](C(C(=C3)C#N)=O)C)C)C3=CC(=NC1=CC=CC=C31)C=O (6aR,7R,10aS)-4-(2-fluorophenyl)-2-(2-formylquinolin-4-yl)-7,10a-dimethyl-8-oxo-5,6,6a,7,8,10a-hexahydrobenzo[h]quinazoline-9-carbonitrile